FC(C(=O)O)(F)F.NCC=1C=CC(=C(C(=O)NC2=CC=C(C=C2)S(=O)(=O)N2CCN(CC2)C2=CC(=CC(=C2)Cl)Cl)C1)N(S(=O)(=O)C)C 5-(aminomethyl)-N-[4-[4-(3,5-dichlorophenyl)piperazin-1-yl]sulfonylphenyl]-2-[methyl-(methylsulfonyl)amino]benzamide trifluoroacetate